methyl 2-(2-{2-[8-(5-fluoro-1-methylindazol-6-yl)quinolin-4-yl]acetamido}acetamido)acetate FC=1C=C2C=NN(C2=CC1C=1C=CC=C2C(=CC=NC12)CC(=O)NCC(=O)NCC(=O)OC)C